C(C)(C)(C)OC(=O)NC1=NC=NN2C1=C(C=C2C2C[C@@H](N(C2)C(=O)OC(C)(C)C)COC)I tert-butyl (2R)-4-[4-[(tert-butoxycarbonyl)amino]-5-iodopyrrolo[2,1-f][1,2,4]triazin-7-yl]-2-(methoxymethyl)pyrrolidine-1-carboxylate